FC(C1=CC=2N(C=C1)C(=CN2)I)F 7-(difluoromethyl)-3-iodoimidazo[1,2-a]Pyridine